NC1(CN(CCC1)C1=NN(C=C1)C1=C2C(=NC(=C1)C1=C(C#N)C=CC=C1F)CNC2=O)C(F)(F)F 4-(3-(3-amino-3-(trifluoromethyl)piperidin-1-yl)-1H-pyrazol-1-yl)-5-oxo-6,7-dihydro-5H-pyrrolo[3,4-b]pyridin-2-yl-3-fluorobenzonitrile